N[C@H]1CN(CCC1)C1=C2C(=NC=C1)N(C(=N2)C2=CC(=C(C#N)C=C2)F)C2=CC=C(C=C2)C (R)-4-(7-(3-aminopiperidin-1-yl)-3-(p-tolyl)-3H-imidazo[4,5-b]pyridin-2-yl)-2-fluorobenzonitrile